BrC=1C(=NN(C1)COCC[Si](C)(C)C)C1=CC=NC=C1 4-(4-bromo-1-{[2-(trimethylsilyl)ethoxy]methyl}pyrazol-3-yl)pyridine